4-[1-(4-methylphenyl)butyl]resorcinol CC1=CC=C(C=C1)C(CCC)C1=C(C=C(O)C=C1)O